CC1(C=CC2=C(O1)C=C(OC2=O)CC(C)C)C 2,2-Dimethyl-7-isobutyl-2H,5H-pyrano[4,3-b]pyran-5-one